Methyl (S)-3-(4-(benzyloxy)phenyl)-2-(3-(1-(3-(3,4-dichlorophenyl)propanoyl)piperidin-4-yl)ureido)propanoate C(C1=CC=CC=C1)OC1=CC=C(C=C1)C[C@@H](C(=O)OC)NC(=O)NC1CCN(CC1)C(CCC1=CC(=C(C=C1)Cl)Cl)=O